N1N=CC=2C1=NC=C(C2)CN2CCC1=CC=C(C=C21)C(=O)NC2=CC(=NO2)C(C)(C)C 1-((1H-pyrazolo[3,4-b]pyridin-5-yl)methyl)-N-(3-(tert-butyl)isoxazol-5-yl)indoline-6-carboxamide